para-methoxyphenylpropylamine COC1=CC=C(C=C1)CCCN